COC1=CC2=C(N3C(OC4=C2C=2C=CC=CC2C=C4)C(C(N3)=O)(C)C)C=C1 14-Methoxy-8,8-dimethyl-7a,8-dihydrobenzo[d]naphtho[1,2-f]pyrazolo[5,1-b][1,3]oxazepin-9(10H)-one